[Si](C)(C)(C(C)(C)C)O[C@H]1[C@@H]([C@@H](O[C@]1(C=C)CO[Si](C1=CC=CC=C1)(C1=CC=CC=C1)C(C)(C)C)N1C=2N=C(NC(C2N=C1)=O)NC(C1=CC=CC=C1)(C1=CC=CC=C1)C1=CC=C(C=C1)OC)F 9-[(2R,3S,4R,5R)-4-[(tert-butyldimethylsilyl)oxy]-5-{[(tert-butyldiphenylsilyl)oxy]methyl}-5-ethenyl-3-fluorooxolan-2-yl]-2-{[(4-methoxyphenyl)diphenylmethyl]amino}-1H-purin-6-one